3-[(3-bromophenyl)-cyclopropyl-fluoro-methyl]-4-methyl-4H-1,2,4-triazole BrC=1C=C(C=CC1)C(C1=NN=CN1C)(F)C1CC1